(1R,2S,5S)-3-[(2S)-2-amino-3,3-dimethyl-butanoyl]-N-[cyano(phthalazin-1-yl)methyl]-6,6-dimethyl-3-azabicyclo[3.1.0]hexane-2-carboxamide N[C@H](C(=O)N1[C@@H]([C@H]2C([C@H]2C1)(C)C)C(=O)NC(C1=NN=CC2=CC=CC=C12)C#N)C(C)(C)C